4-(5-chloro-3-(4-fluorophenyl)-1H-indazol-1-yl)-3-cyano-N-(methylsulfonyl)benzamide ClC=1C=C2C(=NN(C2=CC1)C1=C(C=C(C(=O)NS(=O)(=O)C)C=C1)C#N)C1=CC=C(C=C1)F